4,4-Dimethyl-2-[[4-(5-(trifluoromethyl)-1,2,4-oxadiazol-3-yl)phenyl]methyl]isoxazolidin-3-on CC1(C(N(OC1)CC1=CC=C(C=C1)C1=NOC(=N1)C(F)(F)F)=O)C